(6Z,9Z)-heptadeca-6,9-diene CCCCC\C=C/C\C=C/CCCCCCC